C(C1=CC=CC=C1)O[C@@H]1[C@@H](CO[C@@H]([C@@H]1OCC1=CC=CC=C1)COCC1=CC=CC=C1)C(=O)N (3R,4R,5R,6R)-4,5-bis(benzyloxy)-6-((benzyloxy)methyl)tetrahydro-2H-pyran-3-carboxamide